ClC1=C(C(=C(C(=C1Cl)C#N)Cl)Cl)C#N 2,3,5,6-tetrachloro-1,4-dicyanobenzene